CC(C)N(C(C=CC1=NC2=C(N1)C=C(C=C2)C(F)(F)F)=O)C(C)C N,N-bis(propan-2-yl)-3-[6-(trifluoromethyl)-1H-1,3-benzodiazol-2-yl]propenamide